FC=1C=C2C=C(C(NC2=CC1)=O)C=1N=NN(C1)C1=CC=C(C=C1)C(=O)N1CC2(COC2)CCC1 6-fluoro-3-{1-[4-(2-oxa-6-aza-spiro[3.5]nonane-6-carbonyl)-phenyl]-1H-[1,2,3]triazol-4-yl}-1H-quinolin-2-one